(R)-1-((4'-(1,1,1,3,3,3-hexafluoro-2-hydroxypropan-2-yl)-2-methyl-[1,1'-biphenyl]-4-yl)methyl)-4-(pyridin-4-ylmethyl)piperazine-2-carboxylic acid FC(C(C(F)(F)F)(O)C1=CC=C(C=C1)C1=C(C=C(C=C1)CN1[C@H](CN(CC1)CC1=CC=NC=C1)C(=O)O)C)(F)F